CC1(N(CCN(C1)C=1C=NC=NC1)C(=O)NCCCCC1=CC=CC=C1)C 2,2-dimethyl-N-(4-phenylbutyl)-4-pyrimidin-5-yl-piperazine-1-carboxamide